N-[[5-[5-(difluoromethyl)-1,3,4-oxadiazol-2-yl]-2-pyridinyl]methyl]-N-(3-methoxyphenyl)thiomorpholine-4-sulfonamide FC(C1=NN=C(O1)C=1C=CC(=NC1)CN(S(=O)(=O)N1CCSCC1)C1=CC(=CC=C1)OC)F